IC1=CN=C2N1C=C(N=C2N)C 3-iodo-6-methylimidazo[1,2-a]pyrazin-8-amine